C(C)(C)(C)OC(NC1(CCN(CC1)C1=NC=C(C=C1)C1=C2C=CC=NC2=CC(=N1)C=1C=NN(C1)C)CO)=O (4-(hydroxymethyl)-1-(5-(7-(1-methyl-1H-pyrazol-4-yl)-1,6-naphthyridin-5-yl)pyridin-2-yl)piperidin-4-yl)carbamic acid tert-butyl ester